1,3-bis(prop-2-yn-1-yloxy)-2-((prop-2-yn-1-yloxy)methyl)propan-2-amine C(C#C)OCC(COCC#C)(N)COCC#C